F[C@H]1CN(CC[C@H]1N(C(=O)NC=1C(N(C=C(C1)C(F)(F)F)C)=O)C)C=1C=C2C(=NC1)NC(N2)=O 1-((3S,4R)-3-fluoro-1-(2-oxo-2,3-dihydro-1H-imidazo[4,5-b]pyridin-6-yl)piperidin-4-yl)-1-methyl-3-(1-methyl-2-oxo-5-(trifluoromethyl)-1,2-dihydropyridin-3-yl)urea